4-(2-methoxypyrimidin-5-yl)piperidine-1-carboxylic acid tert-butyl ester C(C)(C)(C)OC(=O)N1CCC(CC1)C=1C=NC(=NC1)OC